3-carboxymethyl-6,8-dichloro-7-hydroxycoumarin C(=O)(O)CC=1C(OC2=C(C(=C(C=C2C1)Cl)O)Cl)=O